Quinolin-8-ylmethanol N1=CC=CC2=CC=CC(=C12)CO